N1CCCCC12CN(CCC2)C2=C1C(=NC=C2)NC=C1C#N 4-(1,8-diazaspiro[5.5]undecan-8-yl)-1H-pyrrolo[2,3-b]pyridine-3-carbonitrile